C(C)(C)(C)OC(=O)N1CCN(CC1)[C@H]1[C@@H](CCCC1)O trans-4-(2-hydroxycyclohexyl)piperazine-1-carboxylic acid tert-butyl ester